C=CCC.[C] carbon butene